[N-](S(=O)(=O)C(F)(F)F)S(=O)(=O)C(F)(F)F.C(CCCCC)N1C=[N+](C=C1)C 1-hexyl-3-MethyliMidazoliuM bis(trifluoromethanesulfonyl)imide salt